5-(2-fluorophenyl)-1-(pyridine-3-ylsulfonyl)-1H-pyrrole-3-carbonitrile FC1=C(C=CC=C1)C1=CC(=CN1S(=O)(=O)C=1C=NC=CC1)C#N